CC1(CN(C=2C1=NC(=CC2)N2C=NC=C2C)C2=NC(=NC=C2)C2(C(C=C(C(=C2)[N+](=O)[O-])N(C)CCN(C)C)OC)N)C 1-(4-(3,3-Dimethyl-5-(5-methyl-1H-imidazol-1-yl)-2,3-dihydro-1H-pyrrolo[3,2-b]pyridine-1-yl)pyrimidin-2-yl)-N4-(2-(dimethylamino)ethyl)-2-methoxy-N4-methyl-5-nitrobenzene-1,4-diamine